6-(8-(2-(3-methoxyazetidin-1-yl)-2-oxoethyl)-5,6,7,8-tetrahydroisoquinolin-4-yl)-1-methyl-3,4-dihydroquinolin-2(1H)-one COC1CN(C1)C(CC1CCCC=2C(=CN=CC12)C=1C=C2CCC(N(C2=CC1)C)=O)=O